C(C)(C)(C)OC(=O)N1[C@@H](COCC1)C=1C=C(C=C2CCN(CC12)C(=O)C1(COC1)OC)C=1C=C2C(=NC1)NC=C2C (R)-3-(6-(3-methyl-1H-pyrrolo[2,3-b]pyridin-5-yl)-2-(3-methoxyoxetan-3-carbonyl)-1,2,3,4-tetrahydroisoquinolin-8-yl)morpholine-4-carboxylic acid tert-butyl ester